S(=O)(=O)(ON1[C@@H]2CC[C@H](N(C1=O)C2)C(NC(CC=2N(C=CN2)C(C)=O)=O)=N)O (2S,5R)-2-(N-(2-(1-acetyl-1H-imidazol-2-yl) acetyl) carbamimidoyl)-7-oxo-1,6-diazabicyclo[3.2.1]octan-6-yl hydrogen sulfate